C(C1=CC=CC=C1)OCN1C=NC2=NC(=NC(=C12)Cl)Cl 7-((benzyloxy)methyl)-2,6-dichloro-7H-purine